C1=CC=C2C(=C1)C(=C3C4=C(C(=O)C(=O)C3=C2O)N=CC=C4)O The molecule is an organic heterotetracyclic compound that is naphtho[2,3-f]quinoline-7,12-dione carrying two additional hydroxy groups at positions 5 and 6. Used as an acid-base indicator. Between pH 0.0 and pH 1.6 it changes from pink to yellow, and between pH 6.0 and pH 7.6 it changes from yellow to green. It has a role as an acid-base indicator. It is an organic heterotetracyclic compound, a member of phenols and a member of p-quinones.